CC1(C=2C=C3C=CC(=CC3=CC2C(CC1)(C)C)C1=CC(=CS1)C(=O)O)C 5-(5,6,7,8-Tetrahydro-5,5,8,8-tetramethyl-2-anthracenyl)-3-thiophenecarboxylic acid